(R)-3-(4-amino-6-(3,3-difluoropyrrolidin-1-yl)pyrido[3,4-d]pyrimidin-8-yl)-2,4-dimethylphenol NC=1C2=C(N=CN1)C(=NC(=C2)N2CC(CC2)(F)F)C=2C(=C(C=CC2C)O)C